(1S,2R,5R)-3-((6-(4-fluorophenoxy)pyridin-3-yl)sulfonyl)-N-hydroxy-8-(2-oxo-2-(pyrrolidin-1-yl)-ethyl)-3,8-diaza-bicyclo[3.2.1]octane-2-carboxamide FC1=CC=C(OC2=CC=C(C=N2)S(=O)(=O)N2[C@H]([C@@H]3CC[C@H](C2)N3CC(N3CCCC3)=O)C(=O)NO)C=C1